2-Cyanoethyl (2,2-dimethyl-1-(2-nitro-4,5-bis(pentyloxy)phenyl)propyl)diisopropylphosphoramidite CC(C(C1=C(C=C(C(=C1)OCCCCC)OCCCCC)[N+](=O)[O-])C(C)(C)N(P(OCCC#N)[O-])C(C)C)(C)C